2,2,3,3,4,4,4-heptafluorobutyl 3-(7-oxooxepan-2-yl)propanoate O=C1CCCCC(O1)CCC(=O)OCC(C(C(F)(F)F)(F)F)(F)F